BrCC=1C=C(C=CC1C(=O)OC)C1N(CCCC1)C(=O)OC(C)(C)C tert-butyl 2-(3-(bromomethyl)-4-(methoxycarbonyl)phenyl)piperidine-1-carboxylate